C(C)(C)(C)OC(NC1=CC=C(C=C1)CCNC(C)=O)=O tert-butyl(4-(2-acetamidoethyl)phenyl)carbamate